(S)-2-((tert-Butoxycarbonyl)amino)-2-(1-methylcyclopropyl)acetic acid C(C)(C)(C)OC(=O)N[C@H](C(=O)O)C1(CC1)C